4-{4-fluoro-2-methylindol-5-yloxy}-6-methoxy-7-(3-pyrrolidin-1-ylpropoxy)quinazoline FC1=C2C=C(NC2=CC=C1OC1=NC=NC2=CC(=C(C=C12)OC)OCCCN1CCCC1)C